3,3'',5,5''-tetrakis(4-carboxyphenyl)-p-terphenyl C(=O)(O)C1=CC=C(C=C1)C=1C=C(C=C(C1)C1=CC=C(C=C1)C(=O)O)C1=CC=C(C=C1)C1=CC(=CC(=C1)C1=CC=C(C=C1)C(=O)O)C1=CC=C(C=C1)C(=O)O